FC1=C(C=CC=C1C[C@@H]1N(CC([C@@H]1NS(=O)(=O)CC)(F)F)C(=O)N(N(C)C)C)C1=CC(=CC=C1)F N-[(2S,3R)-2-[(2,3'-difluoro[1,1'-biphenyl]-3-yl)methyl]-4,4-difluoro-1-(trimethyl-hydrazinecarbonyl)pyrrolidin-3-yl]-ethanesulfonamide